C(CCCCCCC)(=O)OCCN(CCOC(CCCCCCC)=O)C (methylazanediyl)bis(ethane-2,1-diyl) dioctanoate